ClC1=CC=C(C=C1)CN(C)C 1-(4-chlorophenyl)-N,N-dimethyl-methylamine